Sodium 5-ethyl-2,2,4-trioxo-3,4-dihydro-1,2lambda6,3-oxathiazin-3-ide C(C)C=1C([N-]S(OC1)(=O)=O)=O.[Na+]